NCC(CN1N=CN(C1=O)C1=C(C=C(C=N1)C=1C=C2CCC(N(C2=CC1)C)=O)F)=C(F)F 6-[6-[1-[2-(aminomethyl)-3,3-difluoro-allyl]-5-oxo-1,2,4-triazol-4-yl]-5-fluoro-3-pyridyl]-1-methyl-3,4-dihydroquinolin-2-one